ClC=1C=CC2=C(C=C(O2)CNC(=O)C2CCN(CC2)NC(CO[C@@H]2C[C@@H](C2)OC(F)(F)F)=O)C1 N-((5-chlorobenzofuran-2-yl)methyl)-1-(2-(cis-3-(trifluoromethoxy)cyclobutoxy)acetamido)piperidine-4-carboxamide